1-(allyloxy)butane C(C=C)OCCCC